ClC1=C(C=CC(=C1)Cl)N1N=C(C[C@@]1(C(=O)[O-])C)C(=O)[O-] |r| (RS)-1-(2,4-dichlorophenyl)-5-methyl-2-pyrazoline-3,5-dicarboxylate